C(=CC1=CC=CC=C1)CO[SiH3] Styrylmethoxysilane